iodate sodium salt [Na+].I(=O)(=O)[O-]